4-((3'-fluoro-5'-methoxy-[1,1'-biphenyl]-4-yl)methyl)-2,5-dimethylthiophene FC=1C=C(C=C(C1)OC)C1=CC=C(C=C1)CC=1C=C(SC1C)C